C[C@@H]1CN(CCN1C(=O)[C@@H]1N(CC1)C)C=1C=2N(C=C(C1)S(=O)(=O)NC1(CC1)C)C(=NC2)C=2SC(=NN2)C(F)(F)F 8-((R)-3-methyl-4-((R)-1-methylazetidine-2-carbonyl)piperazin-1-yl)-N-(1-methylcyclopropyl)-3-(5-(trifluoromethyl)-1,3,4-thiadiazol-2-yl)imidazo[1,5-a]pyridine-6-sulfonamide